CC1(OB(OC1(C)C)C=1C=C(C=CC1)C1=NC=NC=N1)C 6-(3-(4,4,5,5-tetramethyl-1,3,2-dioxaborolan-2-yl)phenyl)-1,3,5-triazine